Cl.FC1(C[C@@H]2[C@@H](CNC2)C1)F (3aR,6aS)-5,5-difluoro-octahydrocyclopenta[c]pyrrole hydrochloride